2-methyl-6H,7H,8H,9H,10H-cyclohepta[b]quinoline-11-amine hydrochloride Cl.CC=1C=C2C(=C3C(=NC2=CC1)CCCCC3)N